OC1(C(C=CC(=C1)OCCO)C(=O)C1C(C=C(C=C1)OCCO)(O)C)C 2-hydroxy-4-(2-hydroxyethoxy)-2-methylphenyl ketone